CN(C(C(=O)O)C)CCC 2-[METHYL(PROPYL)AMINO]PROPANOIC ACID